C(C)C=1N=CNC1I 4-ethyl-5-iodo-1H-imidazole